6-(4-methoxybenzoyl)adenosine COC1=CC=C(C(=O)C2(C3=NCN([C@H]4[C@H](O)[C@H](O)[C@@H](CO)O4)C3=NC=N2)N)C=C1